Sec-Butyl α-Acetoxyisobutyrate C(C)(=O)OC(C(=O)OC(C)CC)(C)C